OC[C@H](CO[Si](C(C)C)(C(C)C)C(C)C)NC(OCC1=CC=CC=C1)=O Benzyl (R)-(1-hydroxy-3-((triisopropylsilyl)oxy)propan-2-yl)carbamate